C(C)C1=C(C(=C2C(=N1)CC=1C=C(C(=CC12)OC)OC)C1=CC=CC=C1)CC 2,3-diethyl-6,7-dimethoxy-4-phenyl-9H-indeno[2,1-b]pyridine